ClC1=CC2=C(C(C3=C(N(S2(=O)=O)C)C=CC=C3)N)C=C1 3-chloro-6-methyl-5,5-dioxo-11H-benzo[c][1,2]benzothiazepin-11-amine